N-((1-((4-bromophenyl)sulfonyl)-5-(3-fluorophenyl)-1H-pyrrol-3-yl)methyl)methan-d3-amine BrC1=CC=C(C=C1)S(=O)(=O)N1C=C(C=C1C1=CC(=CC=C1)F)CNC([2H])([2H])[2H]